ClC1=C(C=C2C=C(N=CC2=C1)NC(=O)[C@H]1[C@H](C1)C1CCOCC1)C1CCN(CC1)[C@@]1(COC[C@@H]1O)C (1R,2R)-N-(7-chloro-6-(1-((3R,4R)-4-hydroxy-3-methyltetrahydrofuran-3-yl)piperidin-4-yl)isoquinolin-3-yl)-2-(tetrahydro-2H-pyran-4-yl)cyclopropane-1-carboxamide